NC=1C=CC2=C(CCOC2=O)C1 6-amino-3,4-dihydro-2-benzopyran-1-one